C1(CCC1)C=1C=C(C(=O)[O-])C=CN1 2-cyclobutylisonicotinate